BrC=1C=C(C=CC1)SC=1N=NC(=C(C1C#N)CC)CC 3-[(3-Bromophenyl)sulfanyl]-5,6-diethylpyridazine-4-carbonitrile